N-{6-[(3-cyclopropyl-1H-pyrazol-5-yl)amino]-5-methoxy-1,2-benzoxazol-3-yl}-2,6-dimethoxy-4-[1-(2,2,2-trifluoroethyl)piperidin-3-yl]benzene-1-sulfonamide C1(CC1)C1=NNC(=C1)NC1=CC2=C(C(=NO2)NS(=O)(=O)C2=C(C=C(C=C2OC)C2CN(CCC2)CC(F)(F)F)OC)C=C1OC